C(CCCCCCC)OC(CCCCCCCCCCCCCCCCC)=O Octylstearate